(1S,2S)-4,4-difluoro-2-((S)-5H-imidazo[5,1-a]isoindol-5-yl)cyclohexan-1-ol FC1(C[C@H]([C@H](CC1)O)[C@@H]1N2C(C3=CC=CC=C13)=CN=C2)F